O(O)C(C)(C#CC(C)(C)OO)C 2,5-dihydroperoxy-2,5-dimethylhexyne